N(=[N+]=[N-])CCOCCOCCNC(C(=O)O)CC=O ((2-(2-(2-azidoethoxy)ethoxy)ethyl)amino)-4-oxobutanoic acid